N-(2,4-dimethylphenyl)quinolin-4-amine CC1=C(C=CC(=C1)C)NC1=CC=NC2=CC=CC=C12